(R)-4-(3-(2-chloro-4-(methylsulfonyl)phenyl)-1,4-oxazepan-4-yl)-6-methylpyridin-2-amine ClC1=C(C=CC(=C1)S(=O)(=O)C)[C@@H]1COCCCN1C1=CC(=NC(=C1)C)N